1-(chloromethyl)-4-(2-methylpropyloxy)benzene ClCC1=CC=C(C=C1)OCC(C)C